N-(4-(1H-imidazol-1-yl)phenyl)-N-(2-(tert-butylamino)-1-(furan-3-yl)-2-oxoethyl)thiazole-5-carboxamide N1(C=NC=C1)C1=CC=C(C=C1)N(C(=O)C1=CN=CS1)C(C(=O)NC(C)(C)C)C1=COC=C1